2,5-dimethoxy-α-ethyl-4-methylphenylethylamine COC1=C(C=C(C(=C1)C)OC)CC(CC)N